2-(1-(5-(2-fluorophenyl)pyrimidin-2-yl)-1,2,3,6-tetrahydropyridin-4-yl)acetic acid FC1=C(C=CC=C1)C=1C=NC(=NC1)N1CCC(=CC1)CC(=O)O